(S)-ethyl 2-(2-(3-bromo-1-methyl-1H-indazol-5-yl)-7-(4-chlorophenyl)-5-methylbenzo[d]thiazol-6-yl)-2-(tert-butoxy)acetate BrC1=NN(C2=CC=C(C=C12)C=1SC2=C(N1)C=C(C(=C2C2=CC=C(C=C2)Cl)[C@@H](C(=O)OCC)OC(C)(C)C)C)C